potassium tertbutylhydroxide C(C)(C)(C)O.[K]